[N+](=O)([O-])C(CO)(CO)CC 2-Nitro-2-ethyl-1,3-propanediol